rel-(2S,3R,5S)-4-[[3-(4-fluoro-2-methoxy-phenyl)-5-methyl-5-(trifluoromethyl)tetrahydrofuran-2-carbonyl]amino]pyridine-2-carboxamide FC1=CC(=C(C=C1)[C@@H]1[C@H](O[C@@](C1)(C(F)(F)F)C)C(=O)NC1=CC(=NC=C1)C(=O)N)OC |o1:7,8,10|